[O-]S(=O)(=O)C(F)(F)F.C(C)(C)(C)C1=C(C=CC=C1)[I+]C1=C(C=CC=C1)C(C)(C)C bis(tertiary butylphenyl)iodonium triflate